(S)-N-(1-(4-(N-tert-butylsulfamoyl)phenoxy)-3-phenylpropan-2-yl)-4-fluorobenzamide C(C)(C)(C)NS(=O)(=O)C1=CC=C(OC[C@H](CC2=CC=CC=C2)NC(C2=CC=C(C=C2)F)=O)C=C1